2-[(2R)-2-methyl-4-piperidinyl]acetic acid ethyl ester hydrochloride Cl.C(C)OC(CC1C[C@H](NCC1)C)=O